N[C@@H](C(C)C)C(=O)OC[C@H]1O[C@@]([C@@H]([C@@H]1OCOC(C(C)(C)C)=O)O)(C#N)C1=CC=C2C(=NC=NN21)N ((2R,3S,4R,5R)-5-(4-aminopyrrolo[2,1-f][1,2,4]triazin-7-yl)-5-cyano-4-hydroxy-3-((pivaloyloxy)methoxy)tetrahydrofuran-2-yl)methyl L-valinate